3-chloro-N-(1-(5-(3-cyano-6-ethoxypyrazolo[1,5-a]pyridin-4-yl)pyridin-2-yl)-4-methylpiperidin-4-yl)picolinamide ClC=1C(=NC=CC1)C(=O)NC1(CCN(CC1)C1=NC=C(C=C1)C=1C=2N(C=C(C1)OCC)N=CC2C#N)C